barium-lithium [Li].[Ba]